C1NCCC=2C3=CC=CC=C3NC12 2,3,4,9-tetrahydro-beta-carboline